FC(C(=O)NCC=1N=CC(=NC1)C(=O)O)(F)F.C1(=CC=CC=C1)S1C=2C=CC=CC2SC2=CC=CC=C12 S-(phenyl)thianthrene 5-((2,2,2-trifluoroacetamido)methyl)pyrazine-2-carboxylate